C1(CC1)C1=C(C(=NO1)C1=C(C=CC=C1Cl)Cl)C1OCC2(O1)C[C@H]1CC[C@@H](C2)N1C=1SC2=C(N1)C(=CC(=C2)C(=O)O)F 2-((1r,5s)-2'-(5-cyclopropyl-3-(2,6-dichlorophenyl)isoxazol-4-yl)-8-azaspiro[bicyclo[3.2.1]octane-3,4'-[1,3]dioxolan]-8-yl)-4-fluorobenzo[d]thiazole-6-carboxylic acid